ClC1=NC2=C(C=CN=C2C(=C1)C)OC1CC(C1)OC chloro-8-((1r,3r)-3-methoxycyclobutoxy)-4-methyl-1,5-naphthyridine